C(C)(C)OC1CN(C1)C(=O)NCC1=C(C=C(C=C1)C1=NC(=NC=C1)NC1=CC=C(C=C1)N1CCC(CC1)C(=O)OC(C)(C)C)C Tert-butyl 1-(4-((4-(4-((3-isopropoxyazetidine-1-carboxamido)methyl)-3-methylphenyl)pyrimidin-2-yl)amino)phenyl)piperidine-4-carboxylate